C(C)(C)(C)C1=C(C=C(C=C1F)NC([C@@H](C1=CC=C(C=C1)COC)NC(CC1=CC(=NO1)O)=O)=O)F (2R)-N-(4-tert-butyl-3,5-difluorophenyl)-2-(((3-hydroxy-1,2-oxazol-5-yl)acetyl)amino)-2-(4-(methoxymethyl)phenyl)acetamide